2-(6-{[(1r,3s,5s)-1,5-dimethyl-8-azabicyclo[3.2.1]oct-3-yl]oxy}pyridazin-3-yl)-5-[1-(2H3)methyl-1H-pyrazol-4-yl]pyridin-3-ol C[C@]12CC(C[C@](CC1)(N2)C)OC2=CC=C(N=N2)C2=NC=C(C=C2O)C=2C=NN(C2)C([2H])([2H])[2H]